N(=NNC=O)NC=O Azobisformamid